1-(4-(4-amino-3-methoxyphenyl)piperazin-1-yl)propan-1-one Terbium(III) nitrate [N+](=O)([O-])[O-].[Tb+3].NC1=C(C=C(C=C1)N1CCN(CC1)C(CC)=O)OC.[N+](=O)([O-])[O-].[N+](=O)([O-])[O-]